C(C=C)(=O)OCCCCOC(C=C)=O 1,4-butyleneglycol diacrylate